5-(3,5-dimethylisoxazol-4-yl)-3-fluoropyridin-2-amine CC1=NOC(=C1C=1C=C(C(=NC1)N)F)C